propynyl (3-methyl)phenyl ether CC=1C=C(C=CC1)OC#CC